COC1=C(C=CC(=N1)C1=CC=C(N=N1)N(C1CC(N(CC1)C(=O)[O-])C)C)C=1C=NN(C1)C1OCCCC1 4-[(6-[6-methoxy-5-[1-(oxan-2-yl)pyrazol-4-yl]pyridin-2-yl]pyridazin-3-yl)(methyl)amino]-2-methylpiperidine-1-carboxylate